ClC=1C=CC=C2C(C(=CNC12)C(=O)NCC1=C(C=CC=C1)OC)=O 8-chloro-N-[(2-methoxyphenyl)methyl]-4-oxo-1H-quinoline-3-carboxamide